sulfanyl-5-fluoro-N-methyl-benzamide SC1=C(C(=O)NC)C=C(C=C1)F